(R)-(4-(pyrazolo[1,5-a]pyridin-2-yl)-6,7-dihydro-1H-imidazo[4,5-c]pyridin-5(4H)-yl)(6-(pyridin-2-yl)pyrazolo[1,5-a]pyridin-3-yl)methanone N1=C(C=C2N1C=CC=C2)[C@@H]2N(CCC1=C2N=CN1)C(=O)C=1C=NN2C1C=CC(=C2)C2=NC=CC=C2